ClC=1C=C(C=CC1OC(F)(F)F)NC1=NC=NC2=CC(=C(C=C12)OC1CN(CC1)C(C=C)=O)OC 1-(3-((4-((3-chloro-4-(trifluoromethoxy)phenyl)-amino)-7-methoxy-quinazolin-6-yl)oxy)-pyrrolidin-1-yl)prop-2-en-1-one